2-(2-((7-bromobenzofuran-5-yl)methoxy)-4-(trifluoromethyl)phenyl)acetic acid ethyl ester C(C)OC(CC1=C(C=C(C=C1)C(F)(F)F)OCC=1C=C(C2=C(C=CO2)C1)Br)=O